N1C=CC2=C(C=CC=C12)NC(C1=NC=C(C=C1)CCCCC)=O N-(1H-indol-4-yl)-5-pentylpicolinamide